1,4-bis(trimethylsilyl)-2-methyl-2,5-cyclohexadiene C[Si](C1C(=CC(C=C1)[Si](C)(C)C)C)(C)C